C1(CC1)C1N(CCN(C1)C=1C2=CN(N=C2C(=CC1)C(NC=1C=C(C=2N(C1)C=C(N2)C)F)=O)C)C(=O)OC(C)(C)C tert-butyl 2-cyclopropyl-4-[7-({8-fluoro-2-methylimidazo[1,2-a]pyridin-6-yl}carbamoyl)-2-methylindazol-4-yl]piperazine-1-carboxylate